2,6-Dimethyl-N-[(1R)-1-(1-naphthyl)ethyl]-3-(1,2,3,6-tetrahydropyridin-4-yl)benzamide CC1=C(C(=O)N[C@H](C)C2=CC=CC3=CC=CC=C23)C(=CC=C1C=1CCNCC1)C